CC1CCC1C 2,3-Dimethylcyclobutan